NC1=NC(=CC(=N1)N1CCC2(C[C@H](NC2)C(=O)O)CC1)O[C@@H](C(F)(F)F)C1=C(C=C(C=C1)Cl)C=1SC(=CC1)Cl (S)-8-(2-amino-6-((R)-1-(4-chloro-2-(5-chlorothiophen-2-yl)phenyl)-2,2,2-trifluoroethoxy)pyrimidin-4-yl)-2,8-diazaspiro[4.5]decane-3-carboxylic acid